4-(1-((2,3-dihydrobenzofuran-5-yl)sulfonyl)-1,2,3,6-tetrahydropyridin-4-yl)-5-methylthiazole-2-carboxamide O1CCC2=C1C=CC(=C2)S(=O)(=O)N2CCC(=CC2)C=2N=C(SC2C)C(=O)N